O[C@H]1CC[C@@H]2C(C[C@H]3[C@@H]4CC[C@H]([C@@H](CC[C@@H](C(C)C)C)C)[C@]4(CC[C@@H]3[C@]2(C1)C)C)=O 2α-hydroxy-5α-ergostan-6-one